N(CC(=O)ON1C(CCC1=O)=O)(CC(=O)ON1C(CCC1=O)=O)CC(=O)ON1C(CCC1=O)=O tris-(succinimidyl) nitrilotriacetate